(3-(4-(1,5-dimethyl-1H-pyrazol-4-yl)benzyl)-1,2,3-oxadiazol-3-ium-5-yl)((3-(trifluoromethyl)phenyl)carbamoyl)amide CN1N=CC(=C1C)C1=CC=C(C[N+]2=NOC(=C2)[N-]C(NC2=CC(=CC=C2)C(F)(F)F)=O)C=C1